1-cyclopropyl-N,N-diethylpiperidine-4-carboxamide C1(CC1)N1CCC(CC1)C(=O)N(CC)CC